3-(3-chloropropyl)-7-methyl-1H-4,2,1-benzooxathiazine 2,2-dioxide ClCCCC1S(NC2=C(O1)C=CC(=C2)C)(=O)=O